[CH-]1C=CC=C1.[CH-]1C=CC=C1.[Co+2] cobaltocen